BrC=1C(=C(C(=C(C#N)C1)N1C2=CC=C(C=C2C=2C=C(C=CC12)C)C)N1C2=CC=C(C=C2C=2C=C(C=CC12)C)C)C#N 5-bromo-2,3-bis(3,6-dimethyl-9H-carbazole-9-yl)-terephthalonitrile